(S)-(2-oxo-tetrahydrofuran-3-yl)carbamic acid ethyl ester C(C)OC(N[C@@H]1C(OCC1)=O)=O